CP(C1=CC=CC=C1)=O (R)-Methyl(phenyl)phosphine oxide